(S)-5,6-dichloro-1'-((S)-piperidine-3-carbonyl)spiro[indoline-3,3'-pyrrolidin]-2-one ClC=1C=C2C(=CC1Cl)NC([C@]21CN(CC1)C(=O)[C@@H]1CNCCC1)=O